FC(C1=CC=2N(C=C1C1CC(N(C(C1)([2H])[2H])S(=O)(=O)C1=CN=C(O1)C)([2H])[2H])N=CN2)F 5-((4-(7-(difluoromethyl)-[1,2,4]triazolo[1,5-a]pyridin-6-yl)piperidin-1-yl-2,2,6,6-d4)sulfonyl)-2-methyloxazole